N-(6-cyanoquinolin-4-yl)-2-(6-(4-methylpiperazin-1-carbonyl)naphth-2-yl)acetamide C(#N)C=1C=C2C(=CC=NC2=CC1)NC(CC1=CC2=CC=C(C=C2C=C1)C(=O)N1CCN(CC1)C)=O